4'-methoxyisoflavone COC1=CC=C(C2=COC3=CC=CC=C3C2=O)C=C1